FC(C#N)(C(F)F)F 2,2,3,3-tetrafluoropropionitrile